C1(=CC=CC=C1)OS(=O)(=O)C(F)(F)F Phenyl-trifluoromethanesulfonic acid